C(C=C)OCCOC(C)(C)O 2-(2-allyloxyethoxy)-2-propanol